Boc-L-tryptophan, amide C(=O)(OC(C)(C)C)N[C@@H](CC1=CNC2=CC=CC=C12)C(=O)N